O=C1NC=2C(=NC=CC2C2=CC=C(C=C2)NC(=O)N2CCOCC2)N1 N-(4-(2,3-dihydro-2-oxo-1H-imidazo[4,5-b]pyridin-7-yl)phenyl)morpholine-4-carboxamide